bis(4-(5,5,8,8-tetramethyl-5,6,7,8-tetrahydronaphthalen-2-yl)phenyl)dibenzo[b,d]furan-4-amine CC1(C=2C=CC(=CC2C(CC1)(C)C)C1=CC=C(C=C1)C1=C(C2=C(OC3=C2C=CC=C3)C(=C1)N)C1=CC=C(C=C1)C1=CC=3C(CCC(C3C=C1)(C)C)(C)C)C